(R)-4-cyclopropyl-6-((1-ethylpiperidin-3-yl)amino)-3-(4-ethynyl-2-hydroxyphenyl)-1,2,4-triazin-5(4H)-one C1(CC1)N1C(=NN=C(C1=O)N[C@H]1CN(CCC1)CC)C1=C(C=C(C=C1)C#C)O